CN1CCN(CC1)CCN(C(C=C)=O)C=1SC=C(N1)C1=CC(=CC=C1)N(C(C=C)=O)S(=O)(=O)C1=CC=C(C=C1)CCCCC N-(2-(4-methylpiperazin-1-yl)ethyl)-N-(4-(3-(N-((4-pentylphenyl)sulfonyl)acrylamido)phenyl)thiazol-2-yl)acrylamide